Diethyl-sulfamoyl chloride C(C)N(S(=O)(=O)Cl)CC